pentane-1,3,5-tricarboxylic acid C(CC(CCC(=O)O)C(=O)O)C(=O)O